NC=1C(=NC(=C(C1)F)O[C@@H]1CN(CC1)C(=O)OC(C)(C)C)C(=O)OC Methyl (S)-3-amino-6-((1-(tert-butoxycarbonyl)pyrrolidin-3-yl)oxy)-5-fluoropicolinate